tri-n-decylammonium sulfate S(=O)(=O)([O-])[O-].C(CCCCCCCCC)[NH+](CCCCCCCCCC)CCCCCCCCCC.C(CCCCCCCCC)[NH+](CCCCCCCCCC)CCCCCCCCCC